[Si](C1=CC=CC=C1)(C1=CC=CC=C1)(C(C)(C)C)OCCCNN (3-((tert-butyldiphenylsilyl)oxy)propyl)hydrazine